N1,N1-Dimethyl-1-(thien-3-yl)ethane-1,2-diamine CN(C(CN)C1=CSC=C1)C